10-(6-methyl-2-phenylindol-3-yl)-10H-phenothiazine CC1=CC=C2C(=C(NC2=C1)C1=CC=CC=C1)N1C2=CC=CC=C2SC=2C=CC=CC12